1-Acetylaminocyclopropanecarboxylic acid C(C)(=O)NC1(CC1)C(=O)O